5-[3-(3,4-Difluorophenyl)-1,2,4-oxadiazol-5-yl]-1-methylpyrrolidin-2-one FC=1C=C(C=CC1F)C1=NOC(=N1)C1CCC(N1C)=O